C(C=C)(=O)OC(C)CCCC(C)C β-isooctyl acrylate